CNC(=O)N1CCN(CC1)C1=CC=C(C=C1)NC(=O)C=1C(NC=CC1NC1=C(C2=C(OCCN2)N=C1)C)=O N-methyl-4-(4-(4-((8-methyl-2,3-dihydro-1H-pyrido[2,3-b][1,4]oxazin-7-yl)amino)-2-oxo-1,2-dihydropyridine-3-carboxamido)phenyl)piperazine-1-carboxamide